C1(CC1)CN1C=C(C=CC1=O)[C@H](CC(=O)OCC)N1N=C(C=C1)CCCC1=NC=2NCCCC2C=C1 Ethyl (S)-3-(1-(cyclopropylmethyl)-6-oxo-1,6-dihydropyridin-3-yl)-3-(3-(3-(5,6,7,8-tetrahydro-1,8-naphthyridin-2-yl)propyl)-1H-pyrazol-1-yl)propanoate